CO[Si](C(=CN1CCN(CC1)C)[SiH2]CNCCC[Si](OCC)(OCC)C)(OC)OC 1-trimethoxysilyl-2-(4-methylpiperazin-1-yl)(methyldiethoxysilylpropylamino)methylsilyl-ethylene